1,3,3a,4,5,9b-hexahydro-5-ethyl-5-(tetrahydro-2,5-bisoxo-3-furanyl)-naphtho[1,2-c]-furan-1,3-dione C(C)C1(CC2C(C(OC2=O)=O)C2=CC=CC=C12)C1C(OC(C1)=O)=O